N-[2-[4-(hydroxymethyl)cyclohexyl]-6-(1-hydroxy-1-methyl-ethyl)indazol-5-yl]-6-(trifluoromethyl)pyrazine-2-carboxamide OCC1CCC(CC1)N1N=C2C=C(C(=CC2=C1)NC(=O)C1=NC(=CN=C1)C(F)(F)F)C(C)(C)O